6-oxa-1-azaspiro[3.3]heptane-1-carboxylic acid N1(CCC12COC2)C(=O)O